CC1(CCOCC1)C(=O)N[C@@H](CCO[C@@H]1C[C@@H](C1)CCC1=NC=2NCCCC2C=C1)C(=O)O N-(4-methyltetrahydro-2H-pyran-4-carbonyl)-O-(cis-3-(2-(5,6,7,8-tetrahydro-1,8-naphthyridin-2-yl)ethyl)cyclobutyl)-L-homoserine